COC1=NC(=CC(=N1)NC1C2CC3(CC(CC1C3)C2)O)NC2=NNC(=C2)C 4-((2-methoxy-6-((5-methyl-1H-pyrazol-3-yl)amino)pyrimidin-4-yl)amino)adamantan-1-ol